tripropyl-benzyl alcohol C(CC)C1=C(C(CCC)(CCC)O)C=CC=C1